1-(4-(4-(2-(1-acetylpiperidin-4-yl)acetyl)-1,4-diazepan-1-carbonyl)-2-fluorophenyl)-3-((1r,3r,5s,7r)-3,5-dimethyladamantan-1-yl)urea C(C)(=O)N1CCC(CC1)CC(=O)N1CCN(CCC1)C(=O)C1=CC(=C(C=C1)NC(=O)NC12C[C@]3(C[C@](CC(C1)C3)(C2)C)C)F